Cl.[C@H]12CNC[C@@H]2[C@@H](C1)OC=1C=2N(C=C(N1)C=1C=NN(C1)C)N=CC2C |r| rac-4-(((1S,5R,6R)-3-azabicyclo[3.2.0]heptan-6-yl)oxy)-3-methyl-6-(1-methyl-1H-pyrazol-4-yl)pyrazolo[1,5-a]pyrazine hydrochloride